N-(5-chloro-3-(difluoromethoxy)pyridin-2-yl)-3-(2-cyclopentylphenyl)-1-sulfamoyl-azetidine-3-carboxamide ClC=1C=C(C(=NC1)NC(=O)C1(CN(C1)S(N)(=O)=O)C1=C(C=CC=C1)C1CCCC1)OC(F)F